C(C1=CC=CC=C1)N1CC(C(C(C1)C)(F)F)CCN1CC(C1)(F)F 1-benzyl-3-[2-(3,3-difluoroazetidin-1-yl)ethyl]-4,4-difluoro-5-methyl-piperidine